C(C)N(S(=O)(=O)NC=1C(=C(C(=O)C2=CNC3=NC=CC(=C32)C)C(=CC1)F)F)C 3-[3-[[ethyl(methyl)sulfamoyl]amino]-2,6-difluoro-benzoyl]-4-methyl-1H-pyrrolo[2,3-b]pyridine